COC(=O)C1=NN(C(=C1)CCl)C 5-(chloromethyl)-1-methyl-1H-pyrazole-3-carboxylic acid methyl ester